1-(2,3-difluorophenyl)-6-oxo-1,6-dihydropyridine-3-carboxamide FC1=C(C=CC=C1F)N1C=C(C=CC1=O)C(=O)N